C(C1=CC=CC=C1)[C@H]1N(C(OC1)=O)C([C@@H](CC(F)(F)F)C)=O (R)-4-benzyl-3-((R)-4,4,4-trifluoro-2-methylbutyryl)oxazolidin-2-one